ClC=1C=C(C=CC1OC1=NN(C=C1)C)NC=1C2=C(N=CN1)C=NC(=C2)C2CNCCC2 N-(3-chloro-4-((1-methyl-1H-pyrazol-3-yl)oxy)phenyl)-6-(piperidin-3-yl)pyrido[3,4-d]pyrimidin-4-amine